CN([C@H](CNC(=O)[C@H]1[C@@](C1)(C1=CC=CC=C1)C)CC1=C(C=C(C=C1C)O)C)C (1R,2R)-N-((S)-2-(dimethylamino)-3-(4-hydroxy-2,6-dimethylphenyl)-propyl)-2-methyl-2-phenylcyclopropane-1-carboxamide